N-(6'-(chloromethyl)-6-methoxy-[2,3'-bipyridyl]-5-yl)-5-methyl-3-phenylisoxazole-4-carboxamide ClCC1=CC=C(C=N1)C1=NC(=C(C=C1)NC(=O)C=1C(=NOC1C)C1=CC=CC=C1)OC